CC1=C(C=C(C(=C1)OCCC[Si](C)(C)C)C(F)(F)F)C(=N)N(C)CC (2-methyl-5-trifluoromethyl-4-(3-trimethylsilyl-propoxy)-phenyl)-N-ethyl-N-methylmethanamidine